[Ni+2].C(C)C(C(=O)[O-])CCCC.C(C)C(C(=O)[O-])CCCC.[Ni+2] nickel (bis(2-ethylhexanoate)) nickel